sodium 4,4'-bis[[4-phenylamino-6-[bis(2-hydroxyethyl)amino]-1,3,5-triazin-2-yl]amino]stilbene-2,2'-disulfonic acid disodium salt [Na+].[Na+].C1(=CC=CC=C1)NC1=NC(=NC(=N1)N(CCO)CCO)NC=1C=C(C(=CC1)C=CC=1C(=CC(=CC1)NC1=NC(=NC(=N1)NC1=CC=CC=C1)N(CCO)CCO)S(=O)(=O)[O-])S(=O)(=O)[O-].[Na+]